FC(C)(C)[C@@H]1[C@H](C1)C(=O)NC=1N=CC2=CC(=C(C=C2C1)C1CCN(CC1)[C@@]1(COC[C@@H]1O)C)C (1S,2S)-2-(2-fluoropropan-2-yl)-N-(6-(1-((3R,4R)-4-hydroxy-3-methyltetrahydrofuran-3-yl)piperidin-4-yl)-7-methylisoquinolin-3-yl)cyclopropane-1-carboxamide